N-1,1'-biphenyl-4-yl-9,9-dimethyl-9H-fluoren-2-amine C1(=CC=C(C=C1)NC1=CC=2C(C3=CC=CC=C3C2C=C1)(C)C)C1=CC=CC=C1